ClC=1C=C(C=C2CN(C(C12)=O)[C@@H](C)C1CC1)C1=C(N=C(S1)NC1=NC(=CC=C1)N1C(CCC1)=O)C (S)-7-chloro-2-(1-cyclopropylethyl)-5-(4-methyl-2-((6-(2-oxopyrrolidin-1-yl)pyridin-2-yl)amino)thiazol-5-yl)isoindolin-1-one